2-iodo-6-(trifluoromethylpyridin-3-yl)benzenesulfonamide IC1=C(C(=CC=C1)C=1C(=NC=CC1)C(F)(F)F)S(=O)(=O)N